BrC1=C(C=CC(=C1)Cl)C(OCC)OCC 2-bromo-4-chloro-1-(diethoxymethyl)benzene